FC(C(=O)O)(F)F.C(#N)[C@H](C[C@H]1C(NCC1)=O)NC([C@@H](NC(CN1CCCC1)=O)CC(C)(C)C)=O N-{(1S)-1-cyano-2-[(3S)-2-oxopyrrolidin-3-yl]ethyl}-4-methyl-N2-(pyrrolidin-1-ylacetyl)-L-leucinamide, trifluoroacetate salt